3-bromo-5-(tert-butyl)benzenethiol BrC=1C=C(C=C(C1)C(C)(C)C)S